Cl.N[C@H](C(=O)OC(C(=O)N1CCOCC1)C)CC1=CC(=CC=C1)S(=O)(=O)N1CC(C1)(C1=CC=CC=C1)OC1=CC(=CC=C1)F 1-(Morpholin-4-yl)-1-oxopropan-2-yl (2S)-2-amino-3-(3-{[3-(3-fluorophenoxy)-3-phenylazetidin-1-yl]sulfonyl}phenyl)propanoate monohydrochloride